6-((2-(2,6-dioxopiperidin-3-yl)-1,3-dioxoisoindolin-4-yl)thio)-N-(3-((3aR,4R,9bR)-4-(hydroxymethyl)-1-tosyl-2,3,3a,4,5,9b-hexahydro-1H-pyrrolo[3,2-c]quinolin-8-yl)phenyl)hexanamide O=C1NC(CCC1N1C(C2=CC=CC(=C2C1=O)SCCCCCC(=O)NC1=CC(=CC=C1)C1=CC=2[C@H]3[C@@H]([C@@H](NC2C=C1)CO)CCN3S(=O)(=O)C3=CC=C(C)C=C3)=O)=O